2-(4-{5H,6H-imidazo[2,1-b][1,3]thiazol-3-ylmethoxy}phenyl)-3-(methylamino)imidazo[1,2-a]pyridine-7-carbonitrile S1C=2N(C(=C1)COC1=CC=C(C=C1)C=1N=C3N(C=CC(=C3)C#N)C1NC)CCN2